COC(=O)C1=CC2=C(N=C(O2)CC)C=C1 2-ethylbenzo[d]oxazole-6-carboxylic acid methyl ester